(1s,4s)-4-(3-chloro-4-(9-(2-cyanobenzyl)-6-(1-methylcyclopropoxy)-9H-purin-8-yl)phenoxy)cyclohexane-1-carboxylic acid ClC=1C=C(OC2CCC(CC2)C(=O)O)C=CC1C=1N(C2=NC=NC(=C2N1)OC1(CC1)C)CC1=C(C=CC=C1)C#N